ClC1=CC=C(CN2N=C3C4=C(CCC3=C2)OC(=C4C)C(=O)NCCN4CCOCC4)C=C1 2-(4-chlorobenzyl)-8-methyl-N-[2-(morpholin-4-yl)ethyl]-4,5-dihydro-2H-furo[2,3-g]indazole-7-carboxamide